2-chloro-7,7-dimethyl-spiro[6H-thieno[3,2-c]pyran-4,4'-piperidine]-1'-carboxylic acid tert-butyl ester C(C)(C)(C)OC(=O)N1CCC2(CC1)OCC(C1=C2C=C(S1)Cl)(C)C